(S)-2-(4-(6-(3,5-dimethylisoxazol-4-yl)-4-(3-phenylmorpholino)quinazoline-2-yl)-1H-pyrazol-1-yl)-N,N-dimethylacetamide CC1=NOC(=C1C=1C=C2C(=NC(=NC2=CC1)C=1C=NN(C1)CC(=O)N(C)C)N1[C@H](COCC1)C1=CC=CC=C1)C